trimethylolpropane tricaprinate C(CCCCCCCCC)(=O)O.C(CCCCCCCCC)(=O)O.C(CCCCCCCCC)(=O)O.C(O)C(CC)(CO)CO